CC(C)N(CCSP(OCC)(=O)C)C(C)C Ethyl ({2-[bis(propan-2-yl)amino] ethyl} sulfanyl)(methyl)phosphinate